FC(I)(F)F Trifluoroiodo-methane